tetramethylammonium hydrogencarbonate C(O)([O-])=O.C[N+](C)(C)C